methyl 4-((2-(hydroxymethyl)-3-methylpyridin-4-yl)oxy)-3-methoxybenzoate OCC1=NC=CC(=C1C)OC1=C(C=C(C(=O)OC)C=C1)OC